4-((2-(6-(4-methylpiperazine-1-carbonyl)naphthalene-2-yl)ethyl)amino)quinazoline-6-carbonitrile CN1CCN(CC1)C(=O)C=1C=C2C=CC(=CC2=CC1)CCNC1=NC=NC2=CC=C(C=C12)C#N